(1R,3S,5R)-2-(2-(3-acetyl-5-(2-((S)-1-hydroxyethyl)pyrimidin-5-yl)-7-methyl-1H-indazol-1-yl)acetyl)-N-(6-bromo-3-methylpyridin-2-yl)-5-methyl-2-azabicyclo[3.1.0]hexane-3-carboxamide C(C)(=O)C1=NN(C2=C(C=C(C=C12)C=1C=NC(=NC1)[C@H](C)O)C)CC(=O)N1[C@@H]2C[C@@]2(C[C@H]1C(=O)NC1=NC(=CC=C1C)Br)C